6-[2-cyano-3-[[ethyl(methyl)sulfamoyl]amino]-6-fluoro-phenoxy]-4-oxo-3-[3-(4-piperidyl)propyl]quinazoline C(#N)C1=C(OC=2C=C3C(N(C=NC3=CC2)CCCC2CCNCC2)=O)C(=CC=C1NS(N(C)CC)(=O)=O)F